(R)- and (S)-2-[1-[2-chloro-4-[(2,6-dioxo-3-piperidyl)amino]phenyl]-4-hydroxy-4-piperidyl]acetic acid hydrochloric acid salt Cl.ClC1=C(C=CC(=C1)N[C@H]1C(NC(CC1)=O)=O)N1CCC(CC1)(O)CC(=O)O |r|